di-tert-butyl N,N-diethylphosphoramidoite C(C)N(P(OC(C)(C)C)OC(C)(C)C)CC